CO[C@@H]1[C@H]([C@H]2OC(OC[C@H]2O[C@]12OCCC2)(C)C)N2N=NC(=C2)C2=CC(=C(C(=C2)F)F)F 1-((2s,4a'r,7'r,8's,8a'r)-7'-methoxy-2',2'-dimethylhexahydro-3H,4'H-spiro[furan-2,6'-pyrano[3,2-d][1,3]dioxin]-8'-yl)-4-(3,4,5-trifluorophenyl)-1H-1,2,3-triazole